3-ethoxy-N-[(5-phenyl-1,3,4-thiadiazol-2-yl)methyl]thiophene-2-carboxamide C(C)OC1=C(SC=C1)C(=O)NCC=1SC(=NN1)C1=CC=CC=C1